COCC1=CN(C2=CC=C(C=C12)NC(C=C)=O)CC1=CC(=CC=C1)C(F)(F)F N-(3-(methoxymethyl)-1-(3-(trifluoromethyl)benzyl)-1H-indol-5-yl)acrylamide